isopropyl 2-((4-((2-(dimethylamino)ethyl) (methyl)amino)-2-methoxy-5-nitrophenyl)amino)-4-(5'-methylspiro(cyclopropane-1,3'-pyrrolo[3,2-b]pyridin)-1'(2'H)-yl)pyrimidine-5-carboxylate CN(CCN(C1=CC(=C(C=C1[N+](=O)[O-])NC1=NC=C(C(=N1)N1CC2(C3=NC(=CC=C31)C)CC2)C(=O)OC(C)C)OC)C)C